BrC1=C(C=CC=C1)C1CN(CCN1)C1=NC(=NC(=C1)C(C)C)NC 4-(3-(2-bromophenyl)piperazin-1-yl)-6-isopropyl-N-methylpyrimidin-2-amine